[Cl-].CC(C[NH3+])(C)C trimethyl-ethanaminium chloride